O.Cl.Cl dihydrochloride hydrate